CC1(C(C=C(C=C1)N)N)N (E)-toluene-1,2,4-triamine